C(CC)C1=CC=C(C=C1)S(=O)(=O)OC1=C(C=CC=C1)NC(=O)NC1=CC(=CC=C1)OS(=O)(=O)C1=CC=C(C=C1)CCC N-[2-(p-propylbenzenesulfonyloxy)phenyl]-N'-[3-(p-propylbenzenesulfonyloxy)phenyl]urea